1,3-bis((triethyl-phosphaneyl)methyl)benzene C(C)P(CC)(CC)CC1=CC(=CC=C1)CP(CC)(CC)CC